2,6-difluoro-4-bromoaniline FC1=C(N)C(=CC(=C1)Br)F